COC=1C=C(C=CC2=CC=C(C(=O)NC=3C=CN(C3)C)C=C2)C=CC1 4-(4-(3-methoxystyryl)benzamido)-1-methyl-1H-pyrrole